ClC=1C=NC=C(C1[C@H](C)OC=1C=C2C(=NNC2=CC1)/C=C/C=1C=CC(=NC1)N=S(=O)(C)C)Cl [5-[(E)-2-[5-[(1S)-1-(3,5-dichloro-4-pyridyl)ethoxy]-1H-indazol-3-yl]vinyl]-2-pyridyl]imino-dimethyl-oxo-λ6-sulfane